FC1=C(C=CC(=C1)F)S(=O)(=O)NC=1C(=NC=C(C1)C=1SC=2N=CN=C(C2N1)N1[C@@H](COCC1)C)OC (R)-2,4-difluoro-N-(2-methoxy-5-(7-(3-methylmorpholino)thiazolo[5,4-d]pyrimidin-2-yl)pyridin-3-yl)benzenesulfonamide